NC1=C(C=CC(=N1)N1N=CC(=C1C(F)(F)F)C(=O)NC=1C(=NC(=C(C1)C#N)N1N=CC=N1)C)Cl 1-(6-amino-5-chloropyridin-2-yl)-N-(5-cyano-2-methyl-6-(2H-1,2,3-triazol-2-yl)pyridine-3-yl)-5-(trifluoromethyl)-1H-pyrazole-4-carboxamide